FC(OC1=C(C(=C(C=C1)C1=CN=C(N1C)C(=O)NC1=CC(=C(C(=O)NCCCNC(=O)C2CCN(CC2)CC2CNCC2)C=C1)CC)F)F)F N-[3-[[4-[[5-[4-(Difluoromethoxy)-2,3-difluorophenyl]-1-methylimidazol-2-carbonyl]amino]-2-ethylbenzoyl]amino]propyl]-1-(pyrrolidin-3-ylmethyl)piperidin-4-carboxamid